4-amino-N-(2,3-dihydrobenzo[b][1,4]dioxin-6-yl)-6-((2-fluorophenyl)amino)picolinamide NC1=CC(=NC(=C1)NC1=C(C=CC=C1)F)C(=O)NC1=CC2=C(OCCO2)C=C1